4-{[3-(4-{[1-(2-hydroxy-3-methoxypropyl)piperidin-4-yl]amino}-1-(2,2,2-trifluoroethyl)-1H-indol-2-yl)prop-2-yn-1-yl]amino}-3-methoxy-N-methyl-benzene-1-sulfonamide OC(CN1CCC(CC1)NC1=C2C=C(N(C2=CC=C1)CC(F)(F)F)C#CCNC1=C(C=C(C=C1)S(=O)(=O)NC)OC)COC